O[C@H]1CN(C[C@@H](C1)C)C(=O)OC(C)(C)C |r| rac-tert-butyl (3R,5R)-3-hydroxy-5-methylpiperidine-1-carboxylate